N-hydroxy-3-(((2-oxo-2H-chromen-4-yl)oxy)methyl)benzamide ONC(C1=CC(=CC=C1)COC1=CC(OC2=CC=CC=C12)=O)=O